5-bromo-6-methyl-2,3-dihydrobenzofuran BrC=1C(=CC2=C(CCO2)C1)C